2,6-Anhydro-4-(3,5-dicyano-2H-indazol-2-yl)-3,4,5-trideoxy-5-isobutyramido-D-glycero-D-galacto-non-2-enonic acid C(#N)C=1N(N=C2C=CC(=CC12)C#N)[C@H]1C=C(C(=O)O)O[C@H]([C@@H]1NC(C(C)C)=O)[C@H](O)[C@H](O)CO